6-chloroquinolin-2-amine ClC=1C=C2C=CC(=NC2=CC1)N